ClC1=NC2=CC(=CC=C2C(=N1)NC=1N=CN(C1)C1=CC(=C(C(=C1)OC)OC)OC)OC 2-chloro-7-methoxy-N-(1-(3,4,5-trimethoxyphenyl)-1H-imidazol-4-yl)quinazolin-4-amine